(4-(5-(1-fluoro-2-methylpropan-2-yl)-1,2,4-oxadiazol-3-yl)phenyl)(4-(5-methyloxazolo[4,5-b]pyridin-2-yl)piperazin-1-yl)methanone FCC(C)(C)C1=NC(=NO1)C1=CC=C(C=C1)C(=O)N1CCN(CC1)C=1OC=2C(=NC(=CC2)C)N1